BrC=1C=C2CC(CC2=CC1)O 5-bromo-2,3-dihydro-1H-inden-2-ol